3-(3-(3-Bromophenyl)-4-hydroxy-3-methylbutoxy)-2,2-dimethylpropanenitrile BrC=1C=C(C=CC1)C(CCOCC(C#N)(C)C)(CO)C